3,5-Dichloro-4-((6-chloro-5-cyclohexylpyridazin-3-yl)oxy)aniline ClC=1C=C(N)C=C(C1OC=1N=NC(=C(C1)C1CCCCC1)Cl)Cl